C(C)(C)C1=C(C=CC=C1OC)OC 2-Isopropyl-1,3-dimethoxybenzene